COC1=CC=C(CN(S(=O)(=O)[C@@H](C=O)C[C@H]2OCCC2)CC2=CC=C(C=C2)OC)C=C1 (R)-N,N-BIS(4-METHOXYBENZYL)-1-OXO-3-((S)-TETRAHYDROFURAN-2-YL)PROPANE-2-SULFONAMIDE